C1=CC=CC=2C=CC=3C(=C4C=CC=CC4=NC3C21)CCCCCCCCC2=C1C=CC=CC1=NC=1C3=C(C=CC21)C=CC=C3 1,8-bis(7-benzo[c]acridinyl)octane